N-((1R,2R,4S)-7-cyano-7-azabicyclo[2.2.1]heptan-2-yl)-N,1-dimethyl-3-(6-methyl-2-pyridinyl)-1H-indazole-6-carboxamide C(#N)N1[C@H]2[C@@H](C[C@@H]1CC2)N(C(=O)C2=CC=C1C(=NN(C1=C2)C)C2=NC(=CC=C2)C)C